(S)-N-(Allyloxy)-2-(2-((S)-1-(2,3-difluorobenzyl)-5-oxopyrrolidin-2-yl)acetamido)-3-methylbutanamide C(C=C)ONC([C@H](C(C)C)NC(C[C@H]1N(C(CC1)=O)CC1=C(C(=CC=C1)F)F)=O)=O